FC1=CC=C(C=C1)C1=CC(=CC=C1)S(=O)(=O)NC(=O)C=1NC2=CC=C(C=C2C1)OC1=CC=C(C=C1)F N-((4'-fluoro-[1,1'-biphenyl]-3-yl)sulfonyl)-5-(4-fluorophenoxy)-1H-indole-2-carboxamide